FC(C1=CC=CC=2NC(=NC21)C(=O)O)(F)F 4-(trifluoromethyl)-1H-1,3-benzodiazole-2-carboxylic acid